O-tert-butyldimethylsilyl-3'-tert-butyldimethylsilyl-adenosine [Si](C)(C)(C(C)(C)C)O[C@H]1[C@@H](O[C@@H]([C@]1(O)[Si](C)(C)C(C)(C)C)CO)N1C=NC=2C(N)=NC=NC12